N[C@H](C)C=1C=C(C=C2C(C(=C(OC12)C1=C(C=CC=C1F)F)C)=O)C 8-[(1R)-1-Aminoethyl]-2-(2,6-difluorophenyl)-3,6-dimethyl-chromen-4-one